NCC(C(OCCNC(OC(C)(C)C)=O)(C)C)F Tert-Butyl N-[2-(3-amino-2-fluoro-1,1-dimethyl-propoxy)ethyl]carbamate